NCC1=NNC(C2=CC=C(C=C12)C=1C=NN(C1OCC1=CC=CC=C1)C)=O 4-(aminomethyl)-6-(5-(benzyloxy)-1-methyl-1H-pyrazol-4-yl)phthalazin-1(2H)-one